2,6-dimethyl-4-tert-butylbenzene CC1=CC(=CC(=C1)C(C)(C)C)C